1-(1-(7,8-Difluoro-1-oxo-1,2-dihydroisoquinolin-4-yl)ethyl)-1-methyl-3-(pyridin-3-yl)urea FC1=CC=C2C(=CNC(C2=C1F)=O)C(C)N(C(=O)NC=1C=NC=CC1)C